C1(CC1)C=1N=C(NC1)S(=O)(=O)NC=1C=CC(=C2C=CC=NC12)N1CCOCC1 Cyclopropyl-N-(5-morpholino-8-quinolyl)imidazole-2-sulfonamide